C(C)(=O)N1CC2=C(CC1)N=C(S2)NC2=CC(=CN(C2=O)C)C2=C(C(=NC=C2)N2C(C=1N(C=3CCCCC3C1F)CC2)=O)CO 2-[4-[5-[(5-acetyl-6,7-dihydro-4H-thiazolo[5,4-c]pyridin-2-yl)amino]-1-methyl-6-oxo-3-pyridyl]-3-(hydroxymethyl)-2-pyridyl]-10-fluoro-3,4,6,7,8,9-hexahydropyrazino[1,2-a]indol-1-one